C(C1=CC=CC=C1)OC1=CC=C(C2=CC=CC=C12)C=1N=C(SC1)[C@H]1N(CCC1)C(=O)OC(C)(C)C tert-butyl (2S)-2-[4-[4-(benzyloxy)naphthalen-1-yl]-1,3-thiazol-2-yl]pyrrolidine-1-carboxylate